3-methyl-4-((2-methyloctahydrocyclopenta[c]pyrrol-5-yl)oxy)aniline CC=1C=C(N)C=CC1OC1CC2C(CN(C2)C)C1